Cl.C(C)N(C(C)C)CCC1=CNC2=C(C=C(C=C12)OC)C N-ethyl-N-(2-(5-methoxy-7-methyl-1H-indol-3-yl)ethyl)propan-2-amine hydrochloride